benzyl ((S)-(2-(chloromethyl)-3-morpholinoimidazo[1,2-b][1,2,4]triazin-6-yl)((1R,4S)-4-methylcyclohexyl)methyl)carbamate ClCC=1C(=NC=2N(N1)C=C(N2)[C@H](C2CCC(CC2)C)NC(OCC2=CC=CC=C2)=O)N2CCOCC2